C1(CC1)C(=O)N1CCC2(C[C@H]([C@H]2O)[C@@H]2N3C(C4=CC=CC=C24)=CN=C3)CC1 cyclopropyl((1R,2S)-1-hydroxy-2-((S)-5H-imidazo[5,1-a]isoindol-5-yl)-7-azaspiro[3.5]nonan-7-yl)methanone